C1(CCCCC1)CCCNC1=NC2=NC(=C(C=C2C=C1)C1=CC(=CC(=C1)OC)OC)N N2-(3-cyclohexylpropyl)-6-(3,5-dimethoxyphenyl)-1,8-naphthyridine-2,7-diamine